O=C1NCCCCC1 2-oxoazepane